((1-hydroxycyclobutyl)methyl)isoindoline-1,3-dione OC1(CCC1)CN1C(C2=CC=CC=C2C1=O)=O